(1R,3S)-3-((S)-5-(3,5-difluorophenyl)-3-oxo-6,7-dihydro-3H-pyrrolo[2,1-c][1,2,4]triazol-2(5H)-yl)cyclobutyl 4-nitrobenzoate [N+](=O)([O-])C1=CC=C(C(=O)OC2CC(C2)N2N=C3N(C2=O)[C@@H](CC3)C3=CC(=CC(=C3)F)F)C=C1